tert-butyl (1R-5S-6r)-6-[(4-methyl-1,3-thiazol-2-yl)carbonyl]-3-azabicyclo[3.1.0]hexane-3-carboxylate CC=1N=C(SC1)C(=O)C1[C@H]2CN(C[C@@H]12)C(=O)OC(C)(C)C